C(C)(=O)OC=1C(=NC=CC1OC)C(N[C@H](C(=O)N[C@H](C(C1=CC=CC=C1)C1=CC=CC=C1)C)C)=O 2-(((S)-1-(((S)-1,1-diphenylpropan-2-yl)amino)-1-oxopropan-2-yl)carbamoyl)-4-methoxypyridin-3-yl acetate